N1=CC(=C2N1C=CC=N2)C2N(CCC2O)C(=O)N pyrazolo[1,5-a]pyrimidin-3-yl-3-hydroxypyrrolidine-1-carboxamide